propane-3-sulfonate CCCS(=O)(=O)[O-]